4-(benzylthio)-2-methyloxazole C(C1=CC=CC=C1)SC=1N=C(OC1)C